N-(2-methyl-5-aminophenyl)-4-(3-pyridyl)-2-pyrimidinamine CC1=C(C=C(C=C1)N)NC1=NC=CC(=N1)C=1C=NC=CC1